4,6-dimethyl-3-aminomethyl-1,2-dihydropyridin-2-one CC1=C(C(NC(=C1)C)=O)CN